C(C)(C)(C)[Si](OCCC(C)(C)C1=C(C=C(C=C1C)C)O)(C)C 2-(4-((tertbutyldimethylsilyl)oxy)-2-methylbutan-2-yl)-3,5-dimethylphenol